ClCC1=C(C=C(C=C1)C=1C=C(C(N(C1)C)=O)C)C 5-(4-chloromethyl-3-methyl-phenyl)-1,3-dimethyl-1H-pyridin-2-one